C(C)C1(CCN2C1=NC=1C(=CC(=CC1C2=O)C)[C@@H](C)NC2=C(C(=O)O)C=CC=C2)CC (R)-2-((1-(3,3-diethyl-7-methyl-9-oxo-1,2,3,9-tetrahydropyrrolo[2,1-b]quinazolin-5-yl)ethyl)amino)benzoic acid